FC=1C=C(C=CC1)SC=1N=NC(=C(C1C(=O)O)C)C 3-[(3-Fluorophenyl)thio]-5,6-dimethylpyridazine-4-carboxylic acid